FC=1C=C(OC2=CC=C(C=N2)S(=O)(=O)N2[C@H]([C@@H]3CC[C@H](C2)N3C(=O)OCCOC)C(NO)=O)C=CC1F 2-methoxyethyl (1S,2R,5R)-3-((6-(3,4-difluorophenoxy)pyridin-3-yl)sulfonyl)-2-(hydroxycarbamoyl)-3,8-diazabicyclo[3.2.1]octane-8-carboxylate